methyl (2R)-5-(4-methoxybenzyl)pyrrolidine-2-carboxylate COC1=CC=C(CC2CC[C@@H](N2)C(=O)OC)C=C1